O=C1N(C(C=C1)=O)CCNCCC(=O)O 3-((2-(2,5-dioxo-2,5-dihydro-1H-pyrrol-1-yl)ethyl)amino)-propionic acid